CC1C(CC1C1=CC=C(C=C1)C)O 2-methyl-3-(p-tolyl)cyclobutan-1-ol